N-((1R,2R,4S)-7-cyano-7-azabicyclo[2.2.1]heptan-2-yl)-4-(1-methyl-1H-imidazol-4-yl)-3-(2-methylpropoxy)benzamide C(#N)N1[C@H]2[C@@H](C[C@@H]1CC2)NC(C2=CC(=C(C=C2)C=2N=CN(C2)C)OCC(C)C)=O